C1(=CC(=CC=C1)C(=O)O)C.[NH4+] ammonium m-toluic acid